4-({[4-cyano-1-(3-methoxy-2,2-dimethylpropanoyl)-3-(2-methylazetidin-3-yl)-1H-pyrazol-5-yl]oxy}methyl)benzene-1-carboximidamide C(#N)C=1C(=NN(C1OCC1=CC=C(C=C1)C(N)=N)C(C(COC)(C)C)=O)C1C(NC1)C